C(CCCCCCCCCCCCCCCCCC)(=O)OCCCCCCCCCCCCCCCCCCC nonadecyl nonadecylate